10-(carboxymethylaminocarbonyl)-3,7-bis(dimethylamino)phenothiazine sodium [Na].C(=O)(O)CNC(=O)N1C2=CC=C(C=C2SC=2C=C(C=CC12)N(C)C)N(C)C